1,1'-(1,4-phenylenebis(4,4-dimethyl-1,4,5,6-tetrahydropyridine-1,3-diyl))bis(heptan-1-one) C1(=CC=C(C=C1)N1C=C(C(CC1)(C)C)C(CCCCCC)=O)N1C=C(C(CC1)(C)C)C(CCCCCC)=O